S1S[C@@H](CC1)CCCCC(=O)OC1(CCC2C3CCC4=CC(C=C(C4(C3CCC12C)C)O)=O)C(=O)O 17-((5-((R)-1,2-dithiolan-3-yl)pentanoyl)oxy)-l-1-hydroxy-10,13-dimethyl-3-oxo-6,7,8,9,10,11,12,13,14,15,16,17-dodecahydro-3H-cyclopenta[a]phenanthrene-17-carboxylic acid